[Re].C(CO)O ethylene glycol rhenium